ClC1=C(C(C=2C=CC=NC2C1=O)=O)NC1=CC=C(C=C1)N1CCN(CC1)S(=O)(=O)C 7-chloro-6-((4-(4-(methylsulfonyl)piperazin-1-yl)phenyl)amino)quinoline-5,8-dione